ClC1=CC=C(CN2N=C3C4=C(CCC3=C2)OC(=C4C)C(=O)N4CCCCC4)C=C1 [2-(4-chlorobenzyl)-8-methyl-4,5-dihydro-2H-furo[2,3-g]indazol-7-yl](piperidin-1-yl)methanone